ClC=1C=CC=2N(C1)C(=CN2)C2=NC=CC(=N2)SC 6-chloro-3-(4-methylthiopyrimidin-2-yl)imidazo[1,2-a]pyridine